4-(4-(4-propenoylpiperazin-1-yl)phenyl)-6-(1-(4-methoxybenzyl)-1H-pyrazol-4-yl)pyrazolo[1,5-a]pyridine-3-carbonitrile C(C=C)(=O)N1CCN(CC1)C1=CC=C(C=C1)C=1C=2N(C=C(C1)C=1C=NN(C1)CC1=CC=C(C=C1)OC)N=CC2C#N